NC=1C=2N(C=C(N1)C(F)(F)F)C(=CN2)C=2C=C(C=CC2C)C(C(=O)NC21CC(C2)C1)(C(F)(F)F)O 2-(3-(8-Amino-6-(trifluoromethyl)imidazo[1,2-a]pyrazin-3-yl)-4-methylphenyl)-N-(bicyclo[1.1.1]pentan-1-yl)-3,3,3-trifluoro-2-hydroxypropanamide